1-(difluoromethyl)-3-fluoropyridinium bromide [Br-].FC([N+]1=CC(=CC=C1)F)F